C(C)OC(=O)C(C)(C)SC(C1=CC=CC=C1)=S.N1=CN=C2NC=NC2=C1C=1C(=NC=CC1)NC=1C=C(C=CC1C)NC(C1=CN=CC(=C1)C(F)(F)F)=O N-(3-(3-(9H-purin-6-yl)pyridin-2-ylamino)-4-methylphenyl)-5-(trifluoromethyl)nicotinamide 2-(ethoxycarbonyl)prop-2-yl-dithiobenzoate